N1(N=NC=C1)CCN1C(=NC=C1)C(=O)O 1-(2-(1H-1,2,3-triazol-1-yl)ethyl)-1H-imidazole-2-carboxylic acid